N[C@@H](CC1=CNC2=CC=CC=C12)C(=O)C=1C(NC(NC1)=O)=O 5-tryptophanyl-uracil